(3,5-dimethoxyphenyl)pyridin COC=1C=C(C=C(C1)OC)C1=NC=CC=C1